N-[3-(4,4,5,5-tetramethyl-1,3,2-dioxaborolan-2-yl)phenyl]-1-benzofuran-2-carboxamide CC1(OB(OC1(C)C)C=1C=C(C=CC1)NC(=O)C=1OC2=C(C1)C=CC=C2)C